C12(CC(C1)C2)C(=O)N2[C@H]([C@H]([C@@H](C2)F)CS(=O)(=O)N)CC=2C(=C(C=CC2)C2=C(C(=CC=C2)F)F)F (2S,3R,4S)-1-(bicyclo[1.1.1]pentane-1-carbonyl-4-fluoro-2-[(2,2',3'-trifluoro[1,1'-biphenyl]-3-yl)methyl]pyrrolidin-3-yl)methanesulfonamide